N-(4-chloro-2-nitrophenyl)-N-ethyl-4-methylbenzenesulfonamide ClC1=CC(=C(C=C1)N(S(=O)(=O)C1=CC=C(C=C1)C)CC)[N+](=O)[O-]